(R)-N-(4-([1,2,4]triazolo[1,5-a]pyridin-7-ylmethyl)-3-methylphenyl)-6-(3-methylpiperazin-1-yl)pyrimido[5,4-d]pyrimidin-4-amine N=1C=NN2C1C=C(C=C2)CC2=C(C=C(C=C2)NC=2C1=C(N=CN2)C=NC(=N1)N1C[C@H](NCC1)C)C